2-azido-3-(2-bromo-4-methoxyphenyl)acrylic acid ethyl ester C(C)OC(C(=CC1=C(C=C(C=C1)OC)Br)N=[N+]=[N-])=O